BrC1=CC=2NC(N(C(C2S1)=O)C1=CN=CC2=CC=CC=C12)=O 6-bromo-3-(isoquinolin-4-yl)thieno[3,2-d]pyrimidine-2,4(1H,3H)-dione